The molecule is an oxopurine that is 7H-xanthine substituted at positions 1 and 3 by propyl groups and at position 8 by a cyclohexyl group. It has a role as an adenosine A1 receptor antagonist and an EC 3.1.4.* (phosphoric diester hydrolase) inhibitor. It derives from a 7H-xanthine. CCCN1C2=C(C(=O)N(C1=O)CCC)NC(=N2)C3CCCC3